[3-chloro-4-(pyrrolidin-3-ylcarbamoyl)phenyl]-5-(2,3-difluoro-4-methoxy-phenyl)-1-methyl-imidazole-2-carboxamide ClC=1C=C(C=CC1C(NC1CNCC1)=O)C=1N=C(N(C1C1=C(C(=C(C=C1)OC)F)F)C)C(=O)N